5-ethylnaphthalene-2-ol-2,2,2-trifluoroethane salt FC(C)(F)F.C(C)C1=C2C=CC(=CC2=CC=C1)O